C(C)(C)(C)OC(=O)N1C[C@H](CCC1)NC=1C2=C(N=CN1)C(=CC(=N2)C#N)C(N)=O.C(C)O[Si](OC2=C(C=CC=C2)C2=CC(=C(C=C2NC(C2=CC=C(C=C2)N)=O)NC(C2=CC=C(C=C2)N)=O)C2=C(C=CC=C2)O[Si](OCC)(OCC)OCC)(OCC)OCC 1,3-bis(triethoxysiloxyphenyl)-4,6-bis(4-aminobenzoylamino)benzene tert-butyl-(3S)-3-({8-carbamoyl-6-cyanopyrido[3,2-d]pyrimidin-4-yl}amino)piperidine-1-carboxylate